Methyl-6-(5-chloro-2-((1-((2'-oxo-4,5-dihydro-2H-spiro[furan-3,3'-indoline]-5-yl)methyl)-1H-1,2,3-triazol-4-yl)methoxy)phenyl)-2-methylnicotinate COC(C1=C(N=C(C=C1)C1=C(C=CC(=C1)Cl)OCC=1N=NN(C1)CC1CC2(C(NC3=CC=CC=C23)=O)CO1)C)=O